F[C@@H]1[C@H](CO[C@@H](C1)CO)NC(OC(C)(C)C)=O tert-butyl ((3S,4S,6S)-4-fluoro-6-(hydroxymethyl)tetrahydro-2H-pyran-3-yl)carbamate